N1=CC=CC2=CC(=CC=C12)CNC=1SC=CN1 N-(quinolin-6-ylmethyl)thiazol-2-amine